C(C)(C)(C)OC(=O)N1C2CN(CC1CC2)C2=NC(=NC1=C(C(=C(C=C21)Cl)C2=NC(=CC(=C2I)C)N(CC2=CC=C(C=C2)OC)CC2=CC=C(C=C2)OC)F)F 3-(7-(6-(Bis(4-methoxybenzyl)amino)-3-iodo-4-methylpyridin-2-yl)-6-chloro-2,8-difluoroquinazolin-4-yl)-3,8-diazabicyclo[3.2.1]octane-8-carboxylic acid tert-butyl ester